(1r,3r)-N-((6-fluoroisoquinolin-5-yl)methyl)-3-(4-(trifluoromethoxy)phenoxy)cyclobutane-1-amine hydrochloride Cl.FC=1C(=C2C=CN=CC2=CC1)CNC1CC(C1)OC1=CC=C(C=C1)OC(F)(F)F